ClC=1C(=CC(=NC1)NC1CCOCC1)C1=CC=C2CN(C(C2=C1)=O)CC(=O)O 2-(6-{5-chloro-2-[(oxacyclohex-4-yl)amino]pyridin-4-yl}-1-oxo-2,3-dihydro-1H-isoindol-2-yl)acetic acid